C(C)C1C(C1)CC1C(C1)CCO 2-(2-((2-ethylcyclopropyl)methyl)cyclopropyl)ethan-1-ol